tert-butyl 3-[4-[3-(2,4-dioxohexahydropyrimidin-1-yl)-1-methyl-indazol-6-yl]piperazin-1-yl]propanoate O=C1N(CCC(N1)=O)C1=NN(C2=CC(=CC=C12)N1CCN(CC1)CCC(=O)OC(C)(C)C)C